2-((2-(diethylamino)ethyl)amino)pyrido[2,3-d]pyrimidin-7(8H)-one C(C)N(CCNC=1N=CC2=C(N1)NC(C=C2)=O)CC